tert-butyl (1-((2-chloropyridine-3-sulfonamido)methyl)cyclopropyl)(methyl)carbamate ClC1=NC=CC=C1S(=O)(=O)NCC1(CC1)N(C(OC(C)(C)C)=O)C